OC=1N=C2CC(CCC2C(C1C(=O)OC)C1=C2C=NN(C2=CC=C1C)C1OCCCC1)(C)C methyl 2-hydroxy-7,7-dimethyl-4-(5-methyl-1-(tetrahydro-2H-pyran-2-yl)-1H-indazol-4-yl)-4,4a,5,6,7,8-hexahydroquinoline-3-carboxylate